3-amino-5-methylpyrazine-2-carbaldehyde NC=1C(=NC=C(N1)C)C=O